CC1=NC=C(C(=O)NCCCC2=CC(=CC=C2)C=2C=C3C=NN(C3=CC2)C)C=C1 6-methyl-N-(3-(3-(1-methyl-1H-indazol-5-yl)phenyl)propyl)nicotinamide